[Br-].[Br-].C1CC1 cyclopropane dibromide